N1=CC=C(C=C1)C(=O)[O-].[K+] Potassium pyridine-4-carboxylate